1-(4-(2-(4-bromophenyl)propan-2-yl)-5-methylthiazol-2-yl)-3-(4-(piperazin-1-yl)benzyl)urea BrC1=CC=C(C=C1)C(C)(C)C=1N=C(SC1C)NC(=O)NCC1=CC=C(C=C1)N1CCNCC1